2-(5-((R)-3-(((tert-butyldiphenylsilyl)oxy)methyl)pyrrolidin-1-yl)-3-methyl-2-oxo-2,3-dihydro-1H-benzo[d]imidazol-1-yl)pentanedioic acid [Si](C1=CC=CC=C1)(C1=CC=CC=C1)(C(C)(C)C)OC[C@H]1CN(CC1)C1=CC2=C(N(C(N2C)=O)C(C(=O)O)CCC(=O)O)C=C1